di(phenylmethyl)toluene C1(=CC=CC=C1)CC(C1=CC=CC=C1)CC1=CC=CC=C1